CC=1N=C(N(C1)C1COC1)C1=CC=C(C=C1)CN (4-(4-methyl-1-(oxetan-3-yl)-1H-imidazol-2-yl)phenyl)methanamine